FC(C(=O)O)(C1=CC(=CC=C1)N1CCN(CC1)C)F 2,2-difluoro-2-(3-(4-methylpiperazin-1-yl)phenyl)acetic acid